t-butyl-butane-1,4-diol C(C)(C)(C)C(CCCO)O